3-(4-fluorophenyl)-4-phenyl-N-((4-(trifluoromethyl)phenyl)sulfonyl)-5,6-dihydropyridazine-1(4H)-carboxamide FC1=CC=C(C=C1)C1=NN(CCC1C1=CC=CC=C1)C(=O)NS(=O)(=O)C1=CC=C(C=C1)C(F)(F)F